OC=1C=C2C=CC=NC2=C(C1)C=1C(=C(N=C2[C@H]3C([C@@H](CC12)C3)(C)C)N3CC1(CN(C1)C(C=C)=O)CC3)C#N (1R,9R)-6-(6-hydroxy-8-quinolinyl)-10,10-dimethyl-4-(2-(2-propenoyl)-2,6-diazaspiro[3.4]octan-6-yl)-3-azatricyclo[7.1.1.02,7]undeca-2,4,6-triene-5-carbonitrile